5-[(2S,6R)-2-[[3-(3-aminoazetidin-1-yl)spiro[5H-furo[3,4-b]pyridin-7,3'-azetidine]-1'-yl]methyl]-6-methyl-morpholin-4-yl]-2-deutero-quinoline-8-carbonitrile NC1CN(C1)C=1C=C2C(=NC1)C1(CN(C1)C[C@H]1CN(C[C@H](O1)C)C1=C3C=CC(=NC3=C(C=C1)C#N)[2H])OC2